6-amino-1,3-dimethyl-5-[[2-(2-pyridyl)-4-quinolinyl]carbonyl]-2,4(1h,3h)-pyrimidinedione NC1=C(C(N(C(N1C)=O)C)=O)C(=O)C1=CC(=NC2=CC=CC=C12)C1=NC=CC=C1